5-xylene-1,3-diol C1(CC(=CC(=C1)C)O)(C)O